14-Chloro-4,20,22-trifluoro-15-hydroxy-17,17-dioxo-10-oxa-17λ6-thia-18-azatetracyclo[17.3.1.112,16.02,7]tetracosa-1(22),2(7),3,5,12,14,16(24),19(23),20-nonaen-11-one ClC=1C=C2C(OCCC=3C=CC(=CC3C3=C(C=C(C(NS(C(C1O)=C2)(=O)=O)=C3)F)F)F)=O